C(=O)(OC(C)(C)C)N[C@H](CC(=O)O)CC1=CC=C(C=C1)[N+](=O)[O-] (S)-3-(Boc-amino)-4-(4-nitrophenyl)butyric acid